5-bromo-N-isopropyl-2-nitroaniline BrC=1C=CC(=C(NC(C)C)C1)[N+](=O)[O-]